CN(C1=CC=C(C=C1)\C=C\C(C(C)C1=CC=CC=C1)=O)C (E)-1-[4-(dimethylamino)phenyl]4-phenyl-1-penten-3-one